ClC1=C(C=C(C=C1)C(F)(F)F)C=1OC(=CN1)C1=CC=C(C(=O)O)C=C1 4-(2-(2-chloro-5-(trifluoromethyl)phenyl)Oxazol-5-yl)benzoic acid